C1(CCC1)N1N=C(C=2C1=NC(=NC2N2[C@H](CCC2)CO)NC=2N=CN(C2)C2=CC(=C(C(=C2)OC)OC)OC)C (R)-(1-(1-cyclobutyl-3-methyl-6-((1-(3,4,5-trimethoxyphenyl)-1H-imidazol-4-yl)amino)-1H-pyrazolo[3,4-d]pyrimidin-4-yl)pyrrolidin-2-yl)methanol